N-(3-(4-benzylpiperidin-1-yl)propyl)-4-methoxybenzenesulfonamide C(C1=CC=CC=C1)C1CCN(CC1)CCCNS(=O)(=O)C1=CC=C(C=C1)OC